N=1N(N=CC1)CC1=CC=C(C=C1)C1=NOC(=N1)C(F)(F)F 3-[4-(2H-1,2,3-triazol-2-ylmethyl)phenyl]-5-(trifluoromethyl)-1,2,4-oxadiazole